BrC1=C2C(C(NC2=CC=C1)=O)=CC1=CC(=C(C(=C1)Br)OCCO)Br 4-bromo-3-(3,5-dibromo-4-(2-hydroxyethoxy)benzylidene)indolin-2-one